[(2S,3S,4R)-2,3,4,5-tetrahydroxypentyl] benzoate C(C1=CC=CC=C1)(=O)OC[C@@H]([C@H]([C@@H](CO)O)O)O